CN(C)C.C(CCCCCCC)(=O)O caprylic acid trimethylamine salt